Ethyl-2-[acetyl(4-methylbenzyl)amino]-4,7-dihydro-5H-spiro[1-benzothiophene-6,2-[1,3]dioxolane] C(C)C1OC2(OC1)CC1=C(C=C(S1)N(CC1=CC=C(C=C1)C)C(C)=O)CC2